(S)-3-(1H-benzo[d]imidazol-5-yl)-4-(4-(3,3-difluoropyrrolidin-1-yl)-2,6-difluorophenyl)oxazolidin-2-one N1C=NC2=C1C=CC(=C2)N2C(OC[C@@H]2C2=C(C=C(C=C2F)N2CC(CC2)(F)F)F)=O